bis(1,2,6,6-tetramethyl-4-piperidinyl) sebacate C(CCCCCCCCC(=O)OC1CC(N(C(C1)(C)C)C)C)(=O)OC1CC(N(C(C1)(C)C)C)C